ClC1=CC=C(C=C1)N1C(N(CC(C1)=CC=1OC=CC1)C1=CC=C(C=C1)Cl)(C)C 1,3-bis(4-chlorophenyl)-5-((furan-2-yl)methylene)-dihydro-2,2-dimethylpyrimidine